(S) or (R)-N'-((1,2,3,5,6,7-hexahydro-s-indacen-4-yl)carbamoyl)-2-(2-methoxypropan-2-yl)thiazole-5-sulfonimidamide C1CCC2=C(C=3CCCC3C=C12)NC(=O)N=[S@@](=O)(N)C1=CN=C(S1)C(C)(C)OC |o1:16|